C(C=C)(=O)OCCCCCCCCC[Si](OC)(OC)CCC acryloyloxynonylpropyldimethoxysilane